4-chlorobenzyl (4-((pyrazine-2-carboxamido)meth-yl)phenyl)carbamate N1=C(C=NC=C1)C(=O)NCC1=CC=C(C=C1)NC(OCC1=CC=C(C=C1)Cl)=O